5-CHLORO-6-OXO-HEPTANOIC ACID ClC(CCCC(=O)O)C(C)=O